6-diethoxyphosphoryl-2,2-dimethyl-4H-1,3-benzodioxine C(C)OP(=O)(OCC)C1=CC2=C(OC(OC2)(C)C)C=C1